tert-butyl 3-(pyridin-2-yl)piperidine-1-carboxylate N1=C(C=CC=C1)C1CN(CCC1)C(=O)OC(C)(C)C